allyl o-nitrobenzoate [N+](=O)([O-])C1=C(C(=O)OCC=C)C=CC=C1